2-bromo-6-methylpyridin-4-amine BrC1=NC(=CC(=C1)N)C